1-(5-(2,5-diazabicyclo[2.2.2]oct-2-yl)-1-oxoisoindolin-2-yl)dihydropyrimidine-2,4(1h,3h)-dione C12N(CC(NC1)CC2)C=2C=C1CN(C(C1=CC2)=O)N2C(NC(CC2)=O)=O